1-(2,4,5-trifluorobenzyl)-6-chloro-3-((1-methyl-1H-1,2,4-triazol-3-yl)methyl)pyrimidine-2,4(1H,3H)-dione FC1=C(CN2C(N(C(C=C2Cl)=O)CC2=NN(C=N2)C)=O)C=C(C(=C1)F)F